5-(6-(2,6-difluoro-3,5-dimethoxyphenyl)-4,5,6,7-tetrahydro-1H-indazol-3-yl)-1-methyl-1H-imidazol-4-amine FC1=C(C(=C(C=C1OC)OC)F)C1CCC=2C(=NNC2C1)C1=C(N=CN1C)N